FC(C)(F)C=1C=C(C=CC1)NC(CC(C)=NNC1=CC=C(C=C1)OC(F)F)=O N-(3-(1,1-difluoroethyl)phenyl)-3-(2-(4-(difluoromethoxy)phenyl)hydrazono)butanamide